CC1(O[C@H]2[C@@H](O1)O[C@@H](C2)[C@H](CNC)O)C (S)-1-((3aR,5S,6aR)-2,2-dimethyltetrahydrofuro[2,3-d][1,3]Dioxol-5-yl)-2-(methylamino)ethane-1-ol